FC([C@@H]1CCC2=CC=3CCCC3C(=C12)NC(=O)N=[S@@](=O)(N)C=1C=NN2C1OC[C@H](C2)NC)F (S,6S)-N'-(((R)-3-(difluoromethyl)-1,2,3,5,6,7-hexahydro-s-indacen-4-yl)carbamoyl)-6-(methylamino)-6,7-dihydro-5H-pyrazolo[5,1-b][1,3]oxazine-3-sulfonimidamide